(5-bromo-1-((2-(trimethylsilyl)ethoxy)methyl)-1H-1,2,4-triazol-3-yl)-3-(3-methoxyphenyl)propane-1,3-dione BrC1=NC(=NN1COCC[Si](C)(C)C)C(CC(=O)C1=CC(=CC=C1)OC)=O